C(C)(C)(C)OC(=O)N(C(C(=O)OC)CC1=C(SC(=C1Br)Br)I)C methyl 2-[tert-butoxycarbonyl(methyl)amino]-3-(4,5-dibromo-2-iodo-3-thienyl)propanoate